N-(2-hydroxy-2-phenylpropyl)-1-(3-(4-methoxyphenyl)-1,2,4-oxadiazol-5-yl)piperidine-4-carboxamide OC(CNC(=O)C1CCN(CC1)C1=NC(=NO1)C1=CC=C(C=C1)OC)(C)C1=CC=CC=C1